The molecule is a monocarboxylic acid that is isobutyric acid in which a hydrogen of one of the methyl groups has been replaced by an acetylthio group (the R enantiomer). It is an important intermediate for the preparation of various angiotensin-converting enzyme inhibitors such as captopril and alacepril. It is a monocarboxylic acid and a thioacetate ester. C[C@@H](CSC(=O)C)C(=O)O